4-[({2-fluoro-5-[(isoquinolin-8-ylmethyl)amino]-4-methoxyphenyl}carbamoyl)amino]thiophene-2,3-dicarboxylic acid dimethyl ester COC(=O)C=1SC=C(C1C(=O)OC)NC(NC1=C(C=C(C(=C1)NCC=1C=CC=C2C=CN=CC12)OC)F)=O